Benzyl (R)-6-(4-chloropyridin-2-yl)-2-methyl-6-oxohexanoate ClC1=CC(=NC=C1)C(CCC[C@H](C(=O)OCC1=CC=CC=C1)C)=O